NCC1=CC(=C(C(=C1)C)NC(=O)C1=CC2=C(OCCC3=C2SC=C3)C=C1C=1C(=NC(=CC1)C(NC1CCC(CC1)(C)C)=O)C(=O)O)C 3-(9-((4-(aminomethyl)-2,6-dimethylphenyl)carbamoyl)-4,5-dihydrobenzo[b]thieno[2,3-d]oxepin-8-yl)-6-((4,4-dimethylcyclohexyl)carbamoyl)picolinic acid